3-{[2-(difluoromethyl)benzyl]sulfanyl}-5-propyl-[1,2,4]triazolo[4,3-a]pyrimidin-7(8H)-one FC(C1=C(CSC2=NN=C3N2C(=CC(N3)=O)CCC)C=CC=C1)F